The molecule is a vinca alkaloid cation that is the conjugate acid of 17-O-deacetylvindoline. It is a conjugate acid of a 17-O-deacetylvindoline. CC[C@@]12C=CC[NH+]3[C@@H]1[C@]4(CC3)[C@H]([C@]([C@@H]2O)(C(=O)OC)O)N(C5=C4C=CC(=C5)OC)C